1-(4-(3-fluoropyridin-4-yl)piperazin-1-yl)-4-(3-methoxyquinolin-5-yl)butan-1-one FC=1C=NC=CC1N1CCN(CC1)C(CCCC1=C2C=C(C=NC2=CC=C1)OC)=O